N1C=CC=2C1=CN=CC2C(CC)C2=CC(=CC(=N2)C(=O)NC)C(=O)N[C@@H]2[C@H](C2)C 6-(1-(1H-pyrrolo[2,3-c]Pyridin-4-yl)propyl)-N2-methyl-N4-((1S,2S)-2-methylcyclopropyl)pyridine-2,4-dicarboxamide